BrC1=NC(=CC=C1)OCC1=C(C=C(C=C1)N1N=NC=C1)F 2-bromo-6-[[2-fluoro-4-(triazol-1-yl)phenyl]methoxy]pyridine